CC(CC)N(CCC1=CNC=2C=CC=C(C12)O)C 3-(2-[Butan-2-yl(methyl)amino]ethyl)-1H-indol-4-ol